IC=1[C@@H]2CC[C@H](C1)N2C(=O)OC(C)(C)C |r| (±)-tert-Butyl (1S,4R)-2-Iodo-7-azabicyclo[2.2.1]hept-2-ene-7-carboxylate